Z-farnesylacetone C(\C=C(\C)/CCC=C(C)CCC=C(C)C)CC(C)=O